FC1=C(OCCN)C=CC=C1 2-(2-fluorophenoxy)ethylamine